ClC1=CC=C(C=C1)[C@@](CO)(C)NC(OC(C)(C)C)=O (R)-tert-Butyl (2-(4-chlorophenyl)-1-hydroxypropan-2-yl)carbamate